N1=C(SC2=C1C1=C(C=C2)OCC1)N1C(N[C@@H]2[C@H]1CN(CC2)C)=O (3aR,7aS)-3-(7,8-dihydrofuro[3,2-e][1,3]benzothiazol-2-yl)-5-methyl-octahydro-2H-imidazo[4,5-c]pyridin-2-one